N-(5-(tert-butyl)-[1,1'-biphenyl]-2-yl)-9,9-dimethyl-3-(4,4,5,5-tetramethyl-1,3,2-dioxaborolan-2-yl)-9H-fluoren-2-amine C(C)(C)(C)C=1C=CC(=C(C1)C1=CC=CC=C1)NC1=CC=2C(C3=CC=CC=C3C2C=C1B1OC(C(O1)(C)C)(C)C)(C)C